C(CC(O)(C(=O)[O-])CC(=O)[O-])(=O)[O-].[Fe+3].CO[Si](CCCNC1=CC=CC=C1)(OC)OC trimethoxy[3-(phenylamino)propyl]silane Iron (III) citrate